ethyl 2-(1H-imidazol-1-yl)-7-methyl-5-((2-(trimethylsilyl)ethoxy)methyl)-5H-pyrrolo[3,2-d]pyrimidine-4-carboxylate N1(C=NC=C1)C=1N=C(C2=C(N1)C(=CN2COCC[Si](C)(C)C)C)C(=O)OCC